2-(Imidazo[1,2-a]pyridin-3-yl)-9H-fluoren-9-one N=1C=C(N2C1C=CC=C2)C2=CC=1C(C3=CC=CC=C3C1C=C2)=O